ClC=1C=CC=2SCC(NC2N1)=O 6-chloro-4H-pyrido[3,2-b][1,4]thiazin-3-one